O=C(C(=O)[O-])CCC(=O)N oxoglutaramate